1,3,5-trihydroxy-2,4,6-trinitrobenzene OC1=C(C(=C(C(=C1[N+](=O)[O-])O)[N+](=O)[O-])O)[N+](=O)[O-]